CC1(COC2=C1C(=CC=C2)OC2=NC=C(C=N2)N2C(NC(C2=O)(C)C)=O)C 3-{2-[(3,3-dimethyl-2,3-dihydro-1-benzofuran-4-yl)oxy]-5-pyrimidinyl}-5,5-dimethyl-2,4-imidazolidinedione